N[C@@H]1CN(CC[C@H]1F)C1=NC2=C(N1CC(=O)N1CCN(CC1)S(=O)(=O)C)C=C(C(=C2)F)F 2-(2-((3R,4R)-3-Amino-4-fluoropiperidin-1-yl)-5,6-difluoro-1H-benzo[d]imidazol-1-yl)-1-(4-(methylsulfonyl)piperazin-1-yl)ethanon